N-[2,5-difluoro-4-(trifluoromethyl)phenyl]-5-(3,3-dimethylcyclobutyl)-1H-pyrrole-3-sulfonamide FC1=C(C=C(C(=C1)C(F)(F)F)F)NS(=O)(=O)C1=CNC(=C1)C1CC(C1)(C)C